BrCC1=CC(=C(C=C1)OC)F 4-(bromomethyl)-2-fluoro-1-methoxybenzene